(2R,3S,5S)-4-[[3-(3,4-difluoro-2-methoxy-phenyl)-5-ethyl-5-(trifluoromethyl)tetrahydrofuran-2-carbonyl]amino]pyridine-2-carboxamide FC=1C(=C(C=CC1F)[C@H]1[C@@H](O[C@@](C1)(C(F)(F)F)CC)C(=O)NC1=CC(=NC=C1)C(=O)N)OC